3-[{4-(4-fluorophenyl)-1-oxo-3-buten-1-yl}amino]cyclopentanecarboxylic acid FC1=CC=C(C=C1)C=CCC(=O)NC1CC(CC1)C(=O)O